9-fluorenylmethyloxycarbonyl-Cysteine C1=CC=CC=2C3=CC=CC=C3C(C12)COC(=O)N[C@@H](CS)C(=O)O